(S)-(+)-2,2-dimethyl-1,3-dioxolane-4-methanol CC1(OC[C@@H](O1)CO)C